COC=1C=C2CCN(CC2=CC1NC=1N=NC(=C(N1)N1C=C(C2=CC=CC=C12)S(=O)(=O)C)C(=O)N)C ((6-methoxy-2-methyl-1,2,3,4-tetrahydroisoquinolin-7-yl)amino)-5-(3-(methylsulfonyl)-1H-indol-1-yl)-1,2,4-triazine-6-carboxamide